C(C)(C)(C)OC(=O)NCCCC(CN1C(=NC2=C1C(=CC=C2)C(N(C)C)=O)NC(=O)C=2C=C(C(=O)OC)C=CC2)C methyl 3-((1-(5-((tert-butoxycarbonyl)amino)-2-methylpentyl)-7-(dimethylcarbamoyl)-1H-benzo[d]imidazol-2-yl)carbamoyl)benzoate